N-(5,8-dimethyl-1-isoquinolyl)-6-(5-methyl-1,3,4-thiadiazol-2-yl)-N-[(3R)-3-piperidyl]pyridine-3-carboxamide CC1=C2C=CN=C(C2=C(C=C1)C)N(C(=O)C=1C=NC(=CC1)C=1SC(=NN1)C)[C@H]1CNCCC1